1-ethyl-3-(1-(3-hydroxypropyl)-4-(trifluoromethyl)pyrrolidin-3-yl)urea C(C)NC(=O)NC1CN(CC1C(F)(F)F)CCCO